3-butyrolactone C1(CC(C)O1)=O